chlorotriacetyl-ribose Cl[C@@]([C@]([C@](C(=O)C(C)=O)(O)C(C)=O)(O)C(C)=O)(O)CO